C(#N)C(=C(O)C1=C2C=NN(C2=C(C=C1)CNC(C1=C(C=CC(=C1)F)OC)=O)COCC[Si](C)(C)C)C#N N-((4-(2,2-Dicyano-1-hydroxyvinyl)-1-((2-(trimethylsilyl)ethoxy)methyl)-1H-indazol-7-yl)methyl)-5-fluoro-2-methoxybenzamide